(2-methoxyethyl)-2,5,6,7-tetrahydro-4H-pyrazolo[4,3-c]pyridin-4-one COCCN1N=C2C(C(NCC2)=O)=C1